C1(CC1)C1=NNC2=C1N(C(C(=C2)C2CC2)=O)C2=CC(=C(C=C2)S(=O)(=O)C)C 3,6-dicyclopropyl-4-(3-methyl-4-methylsulfonyl-phenyl)-1H-pyrazolo[4,3-b]pyridin-5-one